CN(S(=O)(=O)C1=CC=C(C)C=C1)C=1C=C2CC(NC2=CC1)=S 5-(N-methyl-p-toluenesulfonamido)-indoline-2-thione